5-methyl-4-oxo-2,3,4,5-tetrahydrobenzo[b][1,4]-oxazepine-7-carboxylic acid CN1C2=C(OCCC1=O)C=CC(=C2)C(=O)O